dithiobis-(2-nitrobenzoic acid) [N+](=O)([O-])C1=C(C(=O)O)C=CC=C1SSC=1C(=C(C(=O)O)C=CC1)[N+](=O)[O-]